3-methyl-1,5-pentanediol dipivalate C(C(C)(C)C)(=O)OCCC(CCOC(C(C)(C)C)=O)C